1-((3R,4S)-4-((5-(1-(2,2-difluoroethyl)-1H-benzo[d][1,2,3]triazol-6-yl)-4-methoxypyrrolo[2,1-f][1,2,4]triazin-2-yl)amino)-3-fluoropiperidin-1-yl)propan-1-one FC(CN1N=NC2=C1C=C(C=C2)C=2C=CN1N=C(N=C(C12)OC)N[C@@H]1[C@@H](CN(CC1)C(CC)=O)F)F